((R)-3-hydroxy-3-methylcyclobutyl)methanone OC1(CC(C1)C=O)C